NC1CCN(CC1)C1=C(C=NC(=C1C1=NC2=C(N1)C=CC(=C2)Cl)OC)C=2C=C(C#N)C=C(C2)C 3-[4-(4-aminopiperidin-1-yl)-5-(5-chloro-1H-1,3-benzodiazol-2-yl)-6-methoxypyridin-3-yl]-5-methylbenzonitrile